N-(4-(6-Amino-9H-purin-9-yl)benzyl)-5-benzyl-1-methyl-1H-1,2,3-triazole-4-carboxamide NC1=C2N=CN(C2=NC=N1)C1=CC=C(CNC(=O)C=2N=NN(C2CC2=CC=CC=C2)C)C=C1